NC1=C(C=C(C(=N1)F)C1=CN=C2N1C=C(C(=C2)OCC(=O)O)S(=O)(=O)C(C)(C)C)Cl 2-((3-(6-amino-5-chloro-2-fluoropyridin-3-yl)-6-(tert-butylsulfonyl)imidazo[1,2-a]pyridin-7-yl)oxy)acetic acid